ClC1=CC=C(C=C1)CCC(=O)NC1=CC=CC=C1 3-(4-chlorophenyl)-N-phenylpropanamid